S1C=NC2=C1C=CC(=C2)C2COC(CN2C(C(=O)O)=O)CC 2-(5-(Benzo[d]thiazol-5-yl)-2-ethylmorpholinyl)-2-oxoacetic acid